C1(=CC=CC=C1)CCCCCCCCCCCCCCCCOP(=O)([O-])[O-] phenylhexadecylphosphate